N(=[N+]=[N-])CCOCCN(C(CCCC#CC=1C=NC(=NC1)S(=O)(=O)C)=O)CCOCCN=[N+]=[N-] N,N-bis(2-(2-azidoethoxy)ethyl)-6-(2-(methylsulfonyl)pyrimidin-5-yl)hex-5-ynamide